4-chloro-N-(3-fluoro-5-(phenylethynyl)pyridin-2-yl)-1-((tetrahydro-2H-pyran-4-yl)methyl)-1H-pyrazole-5-carboxamide ClC=1C=NN(C1C(=O)NC1=NC=C(C=C1F)C#CC1=CC=CC=C1)CC1CCOCC1